(cis)-3,6,9-nonadecatriene CC\C=C/CC=CCC=CCCCCCCCCC